methylbutylpropane-1,2-diamine CC(C(C)N)(N)CCCC